2-[dodecylthio(thiocarbonyl)thio]2-Methylpropionic acid C(CCCCCCCCCCC)SC(=S)SC(C(=O)O)(C)C